FC(C=1OC(=O)C2=CC=CC=C2C1C1=CC=C(C=C1)C(C)(C)C)(F)F 3-trifluoromethyl-4-(4-tert-butylphenyl)-isocoumarin